ClC=1C=CC(=C(C1)C1=CC(N(C=C1OC)C(C(=O)NC=1C=CC(=NC1)C(=O)NC)CCCC)=O)N1N=NN=C1 5-{[2-{4-[5-chloro-2-(1H-tetrazol-1-yl)phenyl]-5-methoxy-2-oxopyridin-1(2H)-yl}hexanoyl]amino}-N-methylpyridine-2-carboxamide